C(C1=CC=CC=C1)(C1=CC=CC=C1)NC[C@@H](CO)F (S)-3-(benzhydrylamino)-2-fluoropropan-1-ol